FC1CN(C1)C=1C=CC=2N(C1)N=CN2 6-(3-fluoroazetidin-1-yl)-[1,2,4]triazolo[1,5-a]pyridine